6-(1-(3-chloropyridin-2-yl)-3-methoxy-1H-pyrazole-5-carboxamido)-5-methyl-N-(1-methylcyclopropyl)pyrazolo[1,5-a]pyridine-7-carboxamide ClC=1C(=NC=CC1)N1N=C(C=C1C(=O)NC=1C(=CC=2N(C1C(=O)NC1(CC1)C)N=CC2)C)OC